ClC1=CN2C(=NC(=CC2=O)C2=CC3=CN(N=C3C(=C2)C)C)S1 2-chloro-7-(2,7-dimethyl-2H-indazol-5-yl)-5H-thiazolo[3,2-a]pyrimidin-5-one